C(C)C(C=O)=C 2-ethylacrolein